BrC=1C=C2C(=NN(C(C2=CC1)=O)CC(=O)NC1CC(C1)(C)O)OC1CC1 2-(6-bromo-4-cyclopropyloxy-1-oxophthalazin-2-yl)-N-(cis-3-hydroxy-3-methylcyclobutyl)acetamide